FC=1C=C(C(=C(C1)B(O)O)C)C 5-fluoro-dimethyl-phenylboronic acid